C\C=C\CCCCC trans-2-Octene